3-(4-(8-oxa-3-aza-bicyclo[3.2.1]oct-3-yl)-3,5-difluorophenyl)-5-(aminomethyl)oxazolidin-2-one C12CN(CC(CC1)O2)C2=C(C=C(C=C2F)N2C(OC(C2)CN)=O)F